ClC1=C(C=CC(=C1)C=1C=C2C(=NN(C2=CC1)C1=CC(=C(C=C1)F)O)Cl)O 2-Chloro-4-(3-chloro-1-(4-fluoro-3-hydroxyphenyl)-1H-indazol-5-yl)phenol